NC1=C(C=C(C=C1)C1=NN(C=N1)C1=CC=C(OCC#N)C=C1)C 2-(4-(3-(4-amino-3-methylphenyl)-1H-1,2,4-triazol-1-yl)phenoxy)acetonitrile